N-(2-(difluoromethoxy)-6-methylpyridin-3-yl)-1-(2-isopropylphenyl)-3-(methoxymethylene)cyclobutane-1-carboxamide FC(OC1=NC(=CC=C1NC(=O)C1(CC(C1)=COC)C1=C(C=CC=C1)C(C)C)C)F